N-butyl-2-((5-(2-hydroxyethyl)-4-methyl-6-oxo-1,6-dihydropyrimidin-2-yl)thio)acetamide C(CCC)NC(CSC=1NC(C(=C(N1)C)CCO)=O)=O